(1-((1r,4r)-4-(N,N-dimethyl-sulfamoyl)cyclohexyl)-2-methylpropan-2-yl)carbamic acid tert-butyl ester C(C)(C)(C)OC(NC(CC1CCC(CC1)S(N(C)C)(=O)=O)(C)C)=O